O=C1NC(CCC1N1CC=2C(C1=O)=CSC2CNC(C(=O)N(C)C)=O)=O N1-((5-(2,6-dioxopiperidin-3-yl)-4-oxo-5,6-dihydro-4H-thieno[3,4-c]pyrrol-1-yl)methyl)-N2,N2-dimethyloxalamide